3-Hydroxy-Isovaleryl-CoA OC(CC(=O)SCCNC(CCNC([C@@H](C(COP(OP(OC[C@@H]1[C@H]([C@H]([C@@H](O1)N1C=NC=2C(N)=NC=NC12)O)OP(=O)(O)O)(=O)O)(=O)O)(C)C)O)=O)=O)(C)C